OC1CCC(CC1)N1C[C@@H](CCC1)NC1=CC(=C(N=N1)C1=C(C=C(C=C1)C(F)(F)F)O)C 2-(6-{[(3R)-1-(4-hydroxycyclohexyl)piperidin-3-yl]amino}-4-methylpyridazin-3-yl)-5-(trifluoromethyl)phenol